ClC=1C(=C(C(=O)NCC2=CC(=CC(=C2)C=2C=NN(C2)C2=CC=C(C=C2)F)F)C=CN1)[N+](=O)[O-] 2-Chloro-N-(3-fluoro-5-(1-(4-fluorophenyl)-1H-pyrazol-4-yl)benzyl)-3-nitroisonicotinamide